2-amino-9-hydroxymethyl-3-oxo-3H-phenoxazine-1-carboxylic acid 1-(2-chloro-4-fluorobenzyl)-1H-[1,2,3]triazol-4-ylmethyl ester ClC1=C(CN2N=NC(=C2)COC(=O)C2=C(C(C=C3OC4=CC=CC(=C4N=C23)CO)=O)N)C=CC(=C1)F